ClC=1C=C(C=CC1F)N(C(=O)[C@H]1N([C@@H]2CC[C@H]1C2)C2=NC(=CC(=C2)C(F)(F)F)C)CCCCN(C)C (1R,3S,4S)-N-(3-chloro-4-fluorophenyl)-N-(4-(dimethylamino)butyl)-2-(6-methyl-4-(trifluoromethyl)pyridin-2-yl)-2-azabicyclo[2.2.1]heptane-3-carboxamide